FC(C1=C(C=NC=2N1N=CC2C2=NC(OC1=C2C=CC=C1F)(CCC)C)C)F 4-(7-(difluoromethyl)-6-methylpyrazolo[1,5-a]pyrimidin-3-yl)-8-fluoro-2-methyl-2-propyl-2H-benzo[e][1,3]oxazine